P(=S)(OCCOCCC)(OCCOCCC)[O-].[NH4+] ammonium di(2-propoxyethyl) thiophosphate